C(CCCCC)OC1=CC=C(C=C1)NC(=O)C=1C(OC2=CC(=CC=C2C1)OC)=O N-(4-hexoxyphenyl)-7-methoxycoumarin-3-carboxamide